ClC1=C(C(=O)N2COC3=C(C2)C=CC=C3C3=CC(=C(C(=O)O)C=C3F)N3CCOCC3)C(=CC(=C1)N1C[C@@H](N(CC1)CCOC)C#N)Cl |r| rac-4-[3-[2,6-dichloro-4-[3-cyano-4-(2-methoxyethyl)piperazin-1-yl]benzoyl]-2,4-dihydro-1,3-benzoxazine-8-yl]-5-fluoro-2-morpholin-4-ylbenzoic acid